1-n-octadecylbiguanide C(CCCCCCCCCCCCCCCCC)NC(=N)NC(=N)N